N-({5-chloro-6-[(1,3-thiazol-4-yl)methoxy]-2-indolyl}methyl)2-fluorocyclopropanecarboxamide ClC=1C=C2C=C(NC2=CC1OCC=1N=CSC1)CNC(=O)C1C(C1)F